NC=1C2=C(N=CN1)C=CC(=N2)C=2C=C(C=CC2)C#CC2(C(N(CC2)C)=O)C(F)F ((3-(4-aminopyrido[3,2-d]pyrimidin-6-yl)phenyl)ethynyl)-3-(difluoromethyl)-1-methylpyrrolidin-2-one